diphenyliodonium hexafluorophosphate salt F[P-](F)(F)(F)(F)F.C1(=CC=CC=C1)[I+]C1=CC=CC=C1